ClC1=CC=C(C=C1)C[C@@H](C(=O)OC)NC([C@H](CC1CC1)NC(C[C@H]1N(C(CC1)=O)CC1=C(C(=CC=C1)F)F)=O)=O Methyl (S)-3-(4-chlorophenyl)-2-((S)-3-cyclopropyl-2-(2-((S)-1-(2,3-difluorobenzyl)-5-oxopyrrolidin-2-yl)acetamido)propanamido)propanoate